(E)-N-(2-fluorophenyl)-1-phenylmethanimine FC1=C(C=CC=C1)/N=C/C1=CC=CC=C1